BrC1=CSC=2C(N(CC21)C2=NC(=CC=C2)C2=NN=CN2C2CC2)=O 3-bromo-5-(6-(4-cyclopropyl-4H-1,2,4-triazol-3-yl)pyridin-2-yl)-4,5-dihydro-6H-thieno[2,3-c]pyrrol-6-one